tert-Butyl 4-{4-[4-(ethoxy carbonyl)piperidin-1-yl]-2-fluorophenyl}-3,6-dihydropyridine-1(2H)-carboxylate C(C)OC(=O)C1CCN(CC1)C1=CC(=C(C=C1)C=1CCN(CC1)C(=O)OC(C)(C)C)F